N-((cis)-3-(5-chloro-2-cyanophenyl)-3-methylcyclobutyl)-1-((S or R)-1-(4-methyl-2-((1R,5S)-2-oxo-3-azabicyclo[3.1.0]hexan-3-yl)pyrimidin-5-yl)ethyl)-1H-1,2,3-triazole-4-carboxamide ClC=1C=CC(=C(C1)C1(CC(C1)NC(=O)C=1N=NN(C1)[C@@H](C)C=1C(=NC(=NC1)N1C([C@@H]2C[C@@H]2C1)=O)C)C)C#N |o1:19|